3,11-dioxo-1-phenyl-2-oxa-4,10,12-triazapentadecane-9,13,15-tricarboxylic acid (9S,13S)-tri-tert-butyl ester C(C)(C)(C)OC(=O)C(CCCCNC(OCC1=CC=CC=C1)=O)NC(NC(CCC(=O)OC(C)(C)C)C(=O)OC(C)(C)C)=O